C(C1=CC=CC=C1)(=O)N1C(N(C=CC1=O)[C@@H]1O[C@@H]([C@H]([C@H]1CC#N)O)CO)=O 2-((2R,3R,4S,5R)-2-(3-benzoyl-2,4-dioxo-3,4-dihydropyrimidin-1(2H)-yl)-4-hydroxy-5-(hydroxymethyl)tetrahydrofuran-3-yl)acetonitrile